C1(CCC1)CS(=O)(=O)NC1=CC=C(C=C1)N1N=CC(=C1NC1=NC=CC=C1)C(=O)N 4-((cyclobutylmethyl)sulfonamido)phenyl-5-(pyridin-2-ylamino)-1H-pyrazole-4-carboxamide